NC1=C(C(=C(C=N1)C1=C(C=C(C=C1)O)F)CC)C1=CC=C(C=C1)O 4-[6-amino-4-ethyl-5-(4-hydroxyphenyl)-3-pyridyl]-3-fluoro-phenol